Cl.C(C)N(CC)CC Triethylamine Hydrochloride Salt